CC1=NC(=CC(=C1)C=1C(=NN(C1C(=O)O)C=1SC(=C(N1)C1=CC=C(C=C1)C)SC(C)C)C)C 4-(2,6-dimethylpyridin-4-yl)-1-(5-(isopropylsulfanyl)-4-p-tolylthiazol-2-yl)-3-methyl-1H-pyrazole-5-carboxylic acid